(R)-4-((1-(benzo[b]thiophen-4-yl)ethyl)amino)-6-cyclopropyl-2-methyl-2,6-dihydropyrido[3,4-d]pyridazine-1,7-dione S1C2=C(C=C1)C(=CC=C2)[C@@H](C)NC2=NN(C(C=1C2=CN(C(C1)=O)C1CC1)=O)C